C1(CC1)C=1C=C(C=C(C1)C1=C(C=C(C=C1C)C)CCCCC=C)[C@H](CC(=O)OCC)NC([C@@H](CC=C)OS(=O)(=O)C)=O Ethyl (S)-3-(5-cyclopropyl-2'-(hex-5-en-1-yl)-4',6'-dimethyl-[1,1'-biphenyl]-3-yl)-3-((R)-2-((methylsulfonyl)oxy)pent-4-enamido)propanoate